(4-Isopropylphenyl)(cyclohexyl)methylene(cyclopentadienyl)(2,7-di-tert-butylfluoren-9-yl)zirconium C(C)(C)C1=CC=C(C=C1)C(=[Zr](C1C2=CC(=CC=C2C=2C=CC(=CC12)C(C)(C)C)C(C)(C)C)C1C=CC=C1)C1CCCCC1